ClC1=C(C=C(C=N1)[C@@H](C(F)(F)F)N(C(=O)C1CCS(CC1)(=O)=O)C)F (S)-N-(1-(6-chloro-5-fluoropyridin-3-yl)-2,2,2-trifluoroethyl)-N-methyltetrahydro-2H-thiopyran-4-carboxamide 1,1-dioxide